BrC=1C(=C(C=CC1)NC=1C2=C(N=CN1)C=CC(=N2)N2[C@@H]1CN[C@H](C2)C1)F N-(3-bromo-2-fluoro-phenyl)-6-[(1S,4S)-2,5-diazabicyclo[2.2.1]heptan-2-yl]pyrido[3,2-d]pyrimidin-4-amine